C(NC1=CC(=CC=C1)[N+](=O)[O-])NC1=CC(=CC=C1)[N+](=O)[O-] methylene-bis(3-nitroaniline)